N(C1=CC=CC=C1)C1=CC(=CN=N1)NC(CC1=C(C=C(C=C1)F)Cl)=O N-(6-anilinopyridazin-4-yl)-2-(2-chloro-4-fluorophenyl)acetamide